4-azido-6,6,6-trifluoro-n-hexyl 2-methoxybenzoate (4-azido-6,6,6-trifluorohexyl 2-methoxybenzoate) N(=[N+]=[N-])C(CCCC=1C(=C(C(=O)O)C=CC1)OC)CC(F)(F)F.COC1=C(C(=O)OCCCC(CC(F)(F)F)N=[N+]=[N-])C=CC=C1